C(C)(C)N1C(=NC(=C1)C(F)(F)F)C=1C=CC(=C2CCCC12)CO (7-(1-isopropyl-4-(trifluoromethyl)-1H-imidazol-2-yl)-2,3-dihydro-1H-inden-4-yl)methanol